6-(2-(5-cyclopropyl-3-(2-(trifluoromethoxy)phenyl)isoxazol-4-yl)-7-azaspiro[3.5]non-1-en-7-yl)-4-ethoxyquinoline-2-carboxylic acid C1(CC1)C1=C(C(=NO1)C1=C(C=CC=C1)OC(F)(F)F)C1=CC2(C1)CCN(CC2)C=2C=C1C(=CC(=NC1=CC2)C(=O)O)OCC